FC1=CC=C(C=C1)[C@H]1[C@@H](C1)NCCCC[C@@H](C(=O)N1CCN(CC1)C)NC(C1=CC=C(C=C1)C1=NC=CC=N1)=O N-[(2S)-6-[[(1R,2S)-2-(4-fluorophenyl)cyclopropyl]amino]-1-(4-methylpiperazin-1-yl)-1-oxohexan-2-yl]-4-(pyrimidin-2-yl)benzamide